3-[2-(1,3-Benzodioxole-5-yl)ethyl]-6-(4-trifluoromethylphenyl)-7H-[1,2,4]triazolo[3,4-b][1,3,4]thiadiazin O1COC2=C1C=CC(=C2)CCC2=NN=C1SCC(=NN12)C1=CC=C(C=C1)C(F)(F)F